CC1C2CC2(CC1O)C(C)C thujanol